(S)-4-(2-(1-methoxypropyl)-6-(3-(m-tolyl)-1H-pyrazol-1-yl)pyrimidin-4-yl)morpholine CO[C@@H](CC)C1=NC(=CC(=N1)N1CCOCC1)N1N=C(C=C1)C=1C=C(C=CC1)C